(11R)-7-bromo-6-(2,6-dimethylphenyl)-11-isobutyl-2,2-dioxo-9-oxa-2λ6-thia-3,5,12,19-tetrazatricyclo[12.3.1.14,8]nonadeca-1(18),4(19),5,7,14,16-hexaen-13-one BrC=1C(=NC=2NS(C=3C=CC=C(C(N[C@@H](COC1N2)CC(C)C)=O)C3)(=O)=O)C3=C(C=CC=C3C)C